di(2-propylheptanol) phthalate C(C=1C(C(=O)O)=CC=CC1)(=O)O.C(CC)C(CO)CCCCC.C(CC)C(CO)CCCCC